ClC=1C=C(C=CC1C)N1C(C(CC1)NC(C(=O)C1=CNC2=CC=C(C=C12)OC)=O)=O N-(1-(3-chloro-4-methylphenyl)-2-oxopyrrolidin-3-yl)-2-(5-methoxy-1H-indol-3-yl)-2-oxoacetamide